Xylen C=1(C(=CC=CC1)C)C